FC(C=1N=C(SC1)[C@](C)(C#C)O)(F)F (S)-2-(4-(trifluoromethyl)thiazol-2-yl)but-3-yn-2-ol